N-[(3S)-9-Fluoro-2-oxo-5-phenyl-1,3-dihydro-1,4-benzodiazepin-3-yl]-2-(2-fluorophenyl)-5-pyrrolidin-1-ylpyrazolo[1,5-a]pyrimidine-3-carboxamide FC1=CC=CC=2C(=N[C@@H](C(NC21)=O)NC(=O)C=2C(=NN1C2N=C(C=C1)N1CCCC1)C1=C(C=CC=C1)F)C1=CC=CC=C1